ClC=1C=C(C=NC1N1C(CCC1)=O)NC(=O)C=1C=NN(C1C(F)(F)F)C1=C2C=CNC(C2=CC=C1)=O N-(5-chloro-6-(2-oxopyrrolidin-1-yl)pyridin-3-yl)-1-(1-oxo-1,2-dihydroisoquinolin-5-yl)-5-(trifluoromethyl)-1H-pyrazole-4-carboxamide